ClC1=C(C=C2C(CCOC2=C1)S(=O)(=O)C)C 7-chloro-6-methyl-4-(methylsulfonyl)chroman